5-(3-methylhexadecan-3-yl)-1,2,3-oxadiazol-4(5H)-one CC(CC)(CCCCCCCCCCCCC)C1C(N=NO1)=O